1-(2-ethylhexyl)piperazine C(C)C(CN1CCNCC1)CCCC